1-(3-(2-Methoxyphenyl)-1,2,4-oxadiazol-5-yl)-N-((1-(4-methylbenzyl)pyrrolidin-3-yl)methyl)piperidine-4-carboxamide COC1=C(C=CC=C1)C1=NOC(=N1)N1CCC(CC1)C(=O)NCC1CN(CC1)CC1=CC=C(C=C1)C